4-(2-((R)-2-(o-tolyl)-4-(6-(trifluoromethyl)pyridin-3-yl)piperazin-1-yl)-7-azaspiro[3.5]nonan-7-yl)benzamide C1(=C(C=CC=C1)[C@H]1N(CCN(C1)C=1C=NC(=CC1)C(F)(F)F)C1CC2(C1)CCN(CC2)C2=CC=C(C(=O)N)C=C2)C